Benzodiazepinedodecane-dicarboxylic acid N1N=C(C=CC2=C1C=CC=C2)CCCCCCCCCCCC(C(=O)O)C(=O)O